tert-Butyl 4-[[4-chloro-2-[3-[(2-methylpyrazolo[1,5-a]pyrimidin-6-yl) carbamoyl]phenyl]-5-(trifluoromethyl)pyrazol-3-yl]methoxy]benzoate ClC1=C(N(N=C1C(F)(F)F)C1=CC(=CC=C1)C(NC=1C=NC=2N(C1)N=C(C2)C)=O)COC2=CC=C(C(=O)OC(C)(C)C)C=C2